ClC=1C=CC(=C(C1)C1=C2C(=NC(=C1)C)C(=CS2)C(=O)O)OCCN2C(=NC1=CC(=C(C(=C1C2=O)C#N)C=2C(=NC=C(C2)F)C)C(F)(F)F)C 7-(5-chloro-2-(2-(5-cyano-6-(5-fluoro-2-methylpyridin-3-yl)-2-methyl-4-oxo-7-(trifluoromethyl)quinazolin-3(4H)-yl)ethoxy)phenyl)-5-methylthieno[3,2-b]pyridine-3-carboxylic acid